N-(4-(2-(4-chlorophenyl)but-3-yn-2-yl)thiazol-2-yl)-6-(piperazin-1-yl)nicotinamide ClC1=CC=C(C=C1)C(C)(C#C)C=1N=C(SC1)NC(C1=CN=C(C=C1)N1CCNCC1)=O